suberic acid, magnesium salt [Mg+2].C(CCCCCCC(=O)[O-])(=O)[O-]